5-phenyl-N-[3-(trifluoromethyl)phenyl]-octahydrocyclopenta[c]pyrrole-2-carboxamide C1(=CC=CC=C1)C1CC2C(CN(C2)C(=O)NC2=CC(=CC=C2)C(F)(F)F)C1